C(C1=CC=CC=C1)NC(OC1=CC(=C(C=C1)OC)C=1C=NC=C(C1)C=1N=NN(N1)COCC[Si](C)(C)C)=O 4-methoxy-3-(5-(2-((2-(trimethylsilyl)ethoxy)methyl)-2H-tetrazol-5-yl)pyridin-3-yl)phenyl benzylcarbamate